1,1,5,5,8,8-hexamethyl-5,6,7,8-tetrahydro-1H-cyclopenta[b]naphthalen-3-amine CC1(C=C(C=2C1=CC=1C(CCC(C1C2)(C)C)(C)C)N)C